FC(CC1CN(CC1)C(=O)N)(F)F 3-(2,2,2-trifluoroethyl)pyrrolidine-1-carboxamide